8-chloro-5-(2-methoxy-6-methylphenyl)imidazo[1,2-d][1,2,4]triazine ClC=1C=2N(C(=NN1)C1=C(C=CC=C1C)OC)C=CN2